ClC=1C=C(C=C(C1)C1CCOCC1)C1COCCN1C(C=C)=O 1-(3-(3-chloro-5-(tetrahydro-2H-pyran-4-yl)phenyl)morpholino)prop-2-en-1-one